ClC1=C2C=CC(=NC2=C2C(=N1)C=C(C(=C2)OC)OCCCN2CCCC2)C 1-[3-({5-chloro-9-methoxy-2-methylbenzo[h]1,6-naphthyridin-8-yl}oxy)-propyl]pyrrolidine